B(O)(O)O.C(C)OC(C(C)N1C=C(C=CC1=O)CC(O)(C)C(C)(C)O)=O [1-(1-ethoxy-1-oxopropan-2-yl)-6-oxo-1,6-dihydropyridin-3-yl]Pinacol borate